(1S,3S)-1-(4-fluorophenyl)-6,7,8-trimethoxy-3-methylisochroman FC1=CC=C(C=C1)[C@@H]1O[C@H](CC2=CC(=C(C(=C12)OC)OC)OC)C